C(CCCCCCC)NC(C(C(=O)NCCCCCCCC)CCCCCCC)=O N,N'-dioctylheptylmalonamide